1,2,6-tri-galloyl-beta-D-glucose C(C1=CC(O)=C(O)C(O)=C1)(=O)[C@]1(O)[C@](O)([C@@H](O)[C@H](O)[C@H](O1)C(O)C(C1=CC(O)=C(O)C(O)=C1)=O)C(C1=CC(O)=C(O)C(O)=C1)=O